(S)-tert-butyl 3-(2-((((9H-fluoren-9-yl) methoxy) carbonyl) amino)-3-(tert-butoxy)-3-oxopropyl)-2-methyl-1H-indole-1-carboxylate C1=CC=CC=2C3=CC=CC=C3C(C12)COC(=O)N[C@@H](CC1=C(N(C2=CC=CC=C12)C(=O)OC(C)(C)C)C)C(=O)OC(C)(C)C